6-(2,4-Dimethylphenyl)dipyrido[1,2-a:2',1'-c]pyrazine-5,8-diium dibromide [Br-].[Br-].CC1=C(C=CC(=C1)C)C1=C[N+]2=C(C3=[N+]1C=CC=C3)C=CC=C2